(R)-N1-(4-amino-1H-pyrazolo[4,3-c]pyridin-7-yl)-N2-ethyl-N2-(1-(2-methyl-4-(perfluoroethyl)phenyl)ethyl)oxalamide NC1=NC=C(C2=C1C=NN2)NC(C(=O)N([C@H](C)C2=C(C=C(C=C2)C(C(F)(F)F)(F)F)C)CC)=O